C1(=CC=CC=C1)/C=C/C1=NC(=NC=C1)N 4-[(1E)-2-phenylethenyl]pyrimidin-2-amine